5,7,4'-trihydroxy-3,8-dimethoxyflavone OC1=C2C(C(=C(OC2=C(C(=C1)O)OC)C1=CC=C(C=C1)O)OC)=O